2,5-di-tert-butyl-1,4-bis(3-aminophenoxy)benzene C(C)(C)(C)C1=C(C=C(C(=C1)OC1=CC(=CC=C1)N)C(C)(C)C)OC1=CC(=CC=C1)N